rac-benzyl 3-(1-(methylsulfonyl)prop-2-ynyl)azetidine-1-carboxylate CS(=O)(=O)[C@@H](C#C)C1CN(C1)C(=O)OCC1=CC=CC=C1 |r|